pentakis(trimethylsilylmethyl)tantalum C[Si](C)(C)C[Ta](C[Si](C)(C)C)(C[Si](C)(C)C)(C[Si](C)(C)C)C[Si](C)(C)C